ethyl-2-(5-phenylfuran-2-yl)-1H-benzo[d]imidazole C(C)N1C(=NC2=C1C=CC=C2)C=2OC(=CC2)C2=CC=CC=C2